O=C1NC2(CN(C2)C(=O)N2CC3(C2)CC(C3)CC=3C=CC(=C(C#N)C3)C(F)(F)F)CO1 5-[[2-(6-keto-7-oxa-2,5-diazaspiro[3.4]octane-2-carbonyl)-2-azaspiro[3.3]heptan-6-yl]methyl]-2-(trifluoromethyl)benzonitrile